zinc ascorbate hydroxide [OH-].O=C1C(O)=C([O-])[C@H](O1)[C@@H](O)CO.[Zn+2]